C(OCCCl)([O-])=O 1-chloromethylmethyl carbonate